C(C(C)C)N1CC(N(CC1)C1CCC12CCNCC2)C2=C(C=CC=C2)C(C)C (4-isobutyl-2-(2-isopropylphenyl)piperazin-1-yl)-7-azaspiro[3.5]nonane